Dimethyl 5-acetamido-2-(2,5-dioxo-2,5-dihydropyrrol-1-yl)terephthalate C(C)(=O)NC=1C(=CC(=C(C(=O)OC)C1)N1C(C=CC1=O)=O)C(=O)OC